10-(1-((6-chloro-2-(quinolin-6-yl)pyridin-3-yl)amino)ethyl)-8-methyl-4,5-dihydro-3H,6H-2,2a,5a-triazaaceanthrylen-6-one ClC1=CC=C(C(=N1)C=1C=C2C=CC=NC2=CC1)NC(C)C=1C=C(C=C2C(N3CCCN4N=CC(C12)=C43)=O)C